FC(C=1C(=NC=CN1)C1(CC1)C(=O)NC(C(=O)O)CCN(CCCCC1=NC=2NCCCC2C=C1)CC(CF)OC)F 2-[[1-[3-(difluoromethyl)pyrazin-2-yl]cyclopropanecarbonyl]amino]-4-[[3-fluoro-2-methoxy-propyl]-[4-(5,6,7,8-tetrahydro-1,8-naphthyridin-2-yl)butyl]amino]butanoic acid